3-[(3-fluoro-1-bicyclo[1.1.1]pentanyl)methoxy]-5-methyl-N-[3-(methylsulfonimidoyl)phenyl]-6-(trifluoromethyl)pyridazine-4-carboxamide FC12CC(C1)(C2)COC=2N=NC(=C(C2C(=O)NC2=CC(=CC=C2)S(=O)(=N)C)C)C(F)(F)F